FC1=C(C(=CC=C1)C)C1CCN(CC1)CC(=O)OCC ethyl 2-(4-(2-fluoro-6-methylphenyl)piperidin-1-yl)acetate